ClC1=C(C=CC=C1Cl)SC=1C=2N(C(=NC1)N1CCC(CC1)(N)C)N=CN2 1-(8-((2,3-dichlorophenyl)thio)-[1,2,4]triazolo[1,5-c]pyrimidin-5-yl)-4-methylpiperidin-4-amine